sodium (2-fluoro-4-((3-morpholinoazetidin-1-yl)methyl)phenyl) (hydroxy)methanesulfonate OCS(=O)(=O)OC1=C(C=C(C=C1)CN1CC(C1)N1CCOCC1)F.[Na]